N1N=NC(=C1)O 4-triazolol